ClC1=C(C(=CC=C1)F)C1=NOC(=C1C=1SC=CN1)C=1C=NN(C1C(F)(F)F)CCC(C)(O)C 4-{4-[3-(2-chloro-6-fluorophenyl)-4-(1,3-thiazol-2-yl)-1,2-oxazol-5-yl]-5-(trifluoromethyl)-1H-pyrazol-1-yl}-2-methylbutan-2-ol